C1(CCCCC1)OC=1C=CC(=C(C1)C1=CC=C(C=C1)CN1C(=NC2=C1C(=CC=C2)C(=O)O)OCC)C=2N=NNN2 1-((5'-(Cyclohexyloxy)-2'-(2H-tetrazol-5-yl)-[1,1'-biphenyl]-4-yl)methyl)-2-ethoxy-1H-benzo[d]imidazole-7-carboxylic Acid